2-(1-methyl-5-allyloxy-1H-pyrazol-4-yl)-4-aminopyrimidine CN1N=CC(=C1OCC=C)C1=NC=CC(=N1)N